hexahydro-2-ethyl-hydroxyanthrone C(C)C1C(C2C(C3=CC=CCC3CC2CC1)=O)O